BrCC(=O)C1=CC=NC2=C1OCCN2 2-bromo-1-{2H,3H,4H-pyrido[3,2-b][1,4]oxazin-8-yl}ethanone